COCC1=C(C(C)=C(C(=C1C)C)COC)C 3,6-bis-(methoxymethyl)-durene